sulfosuccinimidyl-6-[biotinamido]hexanoate S(=O)(=O)(O)C(C(=O)[O-])(CCCCNC(CCCC[C@@H]1SC[C@@H]2NC(=O)N[C@H]12)=O)N1C(CCC1=O)=O